FC(C)(F)C1=NC(=CC(=N1)N1CC2(C=3C=NC(=CC31)NC(C)=O)CC2)NC2C(C2)OC N-(1'-(2-(1,1-difluoroethyl)-6-((2-methoxycyclopropyl)amino)pyrimidin-4-yl)-1',2'-dihydrospiro[cyclopropane-1,3'-pyrrolo[3,2-c]pyridin]-6'-yl)acetamide